(6-methoxy-1-(2-(5-methoxy-1H-indol-3-yl)ethyl)-7-(2-(methylsulfonyl)ethoxy)-3,4-dihydroisoquinolin-2(1H)-yl)(morpholino)methanone COC=1C=C2CCN(C(C2=CC1OCCS(=O)(=O)C)CCC1=CNC2=CC=C(C=C12)OC)C(=O)N1CCOCC1